C[C@H](CCCC(C)C)[C@H]1CC[C@@H]2[C@@]1(CCC3=C2CC[C@@H]4[C@@]3(CC[C@@H]([C@@]4(C)C(=O)[O-])O)C)C The molecule is a steroid acid anion that is the conjugate base of 3beta-hydroxy-4beta-methyl-5alpha-cholest-8-ene-4alpha-carboxylic acid, obtained by deprotonation of the carboxy group; major species at pH 7.3. It has a role as a human metabolite. It is a conjugate base of a 3beta-hydroxy-4beta-methyl-5alpha-cholest-8-ene-4alpha-carboxylic acid.